C12(CC3CC(CC(C1)C3)C2)P(C2=C(C(=CC=C2OC)OC)C2=C(C=C(C=C2C(C)C)C(C)C)C(C)C)C23CC1CC(CC(C2)C1)C3 2-(Diadamantylphosphino)3,6-dimethoxy-2',4',6'-triisopropyl-1,1'-biphenyl